FC1=C(C=C2C(=CC(=NC2=C1)C=1C(=NNC1C(F)(F)F)C)C(C)C)C1=NN(C(=N1)C(C)O)C 1-(3-(7-fluoro-4-isopropyl-2-(3-methyl-5-(trifluoromethyl)-1H-pyrazol-4-yl)quinoline-6-Yl)-1-methyl-1H-1,2,4-triazol-5-yl)ethan-1-ol